ClC1=C(C=C(C=C1OC)OC)C1=CC2=C(N=C(N=C2)NC)N(C1=O)C1CC2(C1)CCN(CC2)C(=O)OC(C)(C)C tert-butyl 2-(6-(2-chloro-3,5-dimethoxyphenyl)-2-(methylamino)-7-oxopyrido[2,3-d]pyrimidin-8(7H)-yl)-7-azaspiro[3.5]nonane-7-carboxylate